6-(2-((2-(2-(2-azidoethoxy)ethoxy)ethyl)amino)pyridin-3-yl)indolin-2-one N(=[N+]=[N-])CCOCCOCCNC1=NC=CC=C1C1=CC=C2CC(NC2=C1)=O